1-[2-(BOC-amino)ethyl]piperazine C(=O)(OC(C)(C)C)NCCN1CCNCC1